S1C(=CC=C1)C1=CC(=NO1)C(=O)NCCC(=O)OC(C)(C)C tert-Butyl 3-(5-(thiophen-2-yl)isoxazole-3-carboxamido)propanoate